N-nonyl-4-pyridinamine C(CCCCCCCC)NC1=CC=NC=C1